DL-β-hydroxylauric acid CCCCCCCCCC(CC(=O)O)O